bis(2-(2-hydroxyphenyl)benzo-thiazolate) zinc [Zn+2].OC1=C(C=CC=C1)C1(SC2=C(N1)C=CC=C2)C(=O)[O-].OC2=C(C=CC=C2)C2(SC1=C(N2)C=CC=C1)C(=O)[O-]